O=C1N(CC[C@@H]1NC[C@@H](C)NC1=C(C(NN=C1)=O)C(F)(F)F)C1CCN(CC1)C1=NC=C(C=N1)C(F)(F)F 5-(((R)-1-(((S)-2-oxo-1-(1-(5-(trifluoromethyl)pyrimidin-2-yl)piperidin-4-yl)pyrrolidin-3-yl)amino)propan-2-yl)amino)-4-(trifluoromethyl)pyridazin-3(2H)-one